BrC1=C(N(N=C1)C)C1=C(C#N)C(=CC(=C1F)Cl)OC1CC1 2-(4-bromo-2-methyl-pyrazol-3-yl)-4-chloro-6-(cyclopropoxy)-3-fluoro-benzonitrile